6-Amino-3-((1S,3S)-4'-chloro-3-(3-cyano-5-methyl-1H-pyrazol-1-yl)-1',2'-dihydrospiro[cyclopentane-1,3'-pyrrolo[2,3-b]pyridin]-5'-yl)-2-fluoro-N,N-dimethylbenzamide NC1=CC=C(C(=C1C(=O)N(C)C)F)C=1C(=C2C(=NC1)NC[C@@]21C[C@H](CC1)N1N=C(C=C1C)C#N)Cl